octadecadienoic acid CCCCCCCCCCCCC/C=C/C=C/C(=O)O